ClC1=C(N(C(C2=C(C=CC=C12)SC1=CC=C(C=C1)F)=O)C1=CC=CC=C1)[C@H](C)NC=1C2=C(N=CN1)NC=CC2=O (S)-4-((1-(4-chloro-8-((4-fluorophenyl)thio)-1-oxo-2-phenyl-1,2-dihydroisoquinolin-3-yl)ethyl)amino)pyrido[2,3-d]pyrimidin-5(8H)-one